5-fluoro-N1-(3-fluorophenyl)-N1,2-dimethylbenzene-1,3-diamine FC=1C=C(C(=C(C1)N(C)C1=CC(=CC=C1)F)C)N